FC1(CC(C1)[C@@H](CO)NC(OC(C)(C)C)=O)F tert-butyl N-[(1S)-1-(3,3-difluorocyclobutyl)-2-hydroxyethyl]carbamate